tert-butyl ((3R,6R)-6-(((tert-butyldimethylsilyl)oxy)methyl)-5-hydroxytetrahydro-2H-pyran-3-yl)carbamate [Si](C)(C)(C(C)(C)C)OC[C@@H]1C(C[C@H](CO1)NC(OC(C)(C)C)=O)O